ribosylserine C1([C@H](O)[C@H](O)[C@H](O1)CO)N[C@@H](CO)C(=O)O